CC1(N(CCC(C1)C1=CC=C2C(=NN(C2=C1)C)N1C(NC(CC1)=O)=O)CC1CNCCC1)C (6-(2,2-dimethyl-1-(piperidin-3-ylmethyl)piperidin-4-yl)-1-methyl-1H-indazol-3-yl)dihydropyrimidine-2,4(1H,3H)-dione